[Si](C)(C)(C(C)(C)C)OC[C@@H]1N(CC(C1)=O)C(=O)OC(C)(C)C tert-butyl (R)-2-(((tert-butyldimethylsilyl)oxy)methyl)-4-oxopyrrolidine-1-carboxylate